C(C)(C)OC(CCNC=1N=[N+](C2=C([N+]1[O-])C=CC(=C2)C=2SC(=CC2)CN2CCOCC2)[O-])=O 3-((3-isopropoxy-3-oxopropyl)amino)-7-(5-(morpholinomethyl)thiophen-2-yl)benzo[e][1,2,4]triazine 1,4-dioxide